F[C@H]1[C@@H]2CC[C@H](C[C@H]1N1CCC3=C1N=NC(=C3)C3=CC1=C(N=C(S1)C)C=C3O)N2 6-{7-[(1S,2S,3R,5R)-2-fluoro-8-azabicyclo[3.2.1]octan-3-yl]-6,7-dihydro-5H-pyrrolo[2,3-c]pyridazin-3-yl}-2-methyl-1,3-benzothiazol-5-ol